(S)-2-(4-nitrophenyl)-1-[(thiophen-2-yl)thiazol-4-yl]ethanamine hydrobromide salt Br.[N+](=O)([O-])C1=CC=C(C=C1)C[C@H](N)C=1N=C(SC1)C=1SC=CC1